P1(=O)(OC2=C(C=C(C=C2C(C)(C)C)CC)SC2=C(C(=CC(=C2)CC)C(C)(C)C)O1)[O-] 2,2'-thiobis(4-ethyl-6-tert-butylphenyl) phosphate